(3-(trifluoromethyl)phenyl)succinamide FC(C=1C=C(C=CC1)C(C(=O)N)CC(=O)N)(F)F